N-[(2-Amino-3-pyridyl)sulfonyl]-6-phenyl-2-[(4S)-2,2,4-trimethylpyrrolidin-1-yl]pyridin-3-carboxamid NC1=NC=CC=C1S(=O)(=O)NC(=O)C=1C(=NC(=CC1)C1=CC=CC=C1)N1C(C[C@@H](C1)C)(C)C